3-fluoro-4-(trifluoromethyl)benzoyl-hydrazine FC=1C=C(C(=O)NN)C=CC1C(F)(F)F